N-(3-fluorobenzyl)-2-(6-methylpyridin-3-yl)benzo[d]thiazole-6-carboxamide FC=1C=C(CNC(=O)C2=CC3=C(N=C(S3)C=3C=NC(=CC3)C)C=C2)C=CC1